(Z)-1-(3,3-difluoro-1-phenylprop-1-en-1-yl)-1H-benzo[d][1,2,3]triazole FC(\C=C(\C1=CC=CC=C1)/N1N=NC2=C1C=CC=C2)F